dimercaptopyridine SC=1C(=NC=CC1)S